tert-butyl (1R,4R,5S)-5-(7-bromo-6-fluoro-2,8-dimethyl-4-((S)-1-((S)-1-methylpyrrolidin-2-yl)ethoxy)-1H-pyrrolo[3,2-c]quinolin-1-yl)-2-azabicyclo[2.1.1]hexane-2-carboxylate BrC=1C(=CC=2C3=C(C(=NC2C1F)O[C@@H](C)[C@H]1N(CCC1)C)C=C(N3[C@H]3[C@H]1CN([C@@H]3C1)C(=O)OC(C)(C)C)C)C